C(C)[C@H]1N(C[C@@H](N(C1)C1=CC(N(C=2C=CC(=NC12)C#N)C)=O)C)C(CCC)C1=CC=CC=C1 8-[(2S,5R)-5-Ethyl-2-methyl-4-(1-phenylbutyl)piperazin-1-yl]-5-methyl-6-oxo-5,6-dihydro-1,5-naphthyridin-2-carbonitril